fluoro guanosine-3'-phosphate P(=O)(O)(O)O[C@H]1[C@H]([C@@](O[C@@H]1CO)(N1C=NC=2C(=O)NC(N)=NC12)F)O